1-(2-(4-aminobutoxy)-4,6-dichlorobenzyl)-1H-imidazo[4,5-c]pyridin-4-amine NCCCCOC1=C(CN2C=NC=3C(=NC=CC32)N)C(=CC(=C1)Cl)Cl